5-cyano-2-(2-cyano-5-fluoroisoindolin-4-yl)benzamide C(#N)C=1C=CC(=C(C(=O)N)C1)C1=C2CN(CC2=CC=C1F)C#N